CN1N=C(N=N1)N 2-methyltetrazol-5-amine